5-[(3R,5S)-4-(tert-butoxycarbonyl)-3,5-dimethylpiperazin-1-yl]-2-methoxyquinoline-8-carboxylic acid C(C)(C)(C)OC(=O)N1[C@@H](CN(C[C@@H]1C)C1=C2C=CC(=NC2=C(C=C1)C(=O)O)OC)C